3-[2-[4-(8-chloro-4-methyl-3,4-dihydroquinazolin-2-yl)phenoxy]ethoxy]cyclobutanecarboxylic acid ClC=1C=CC=C2C(NC(=NC12)C1=CC=C(OCCOC2CC(C2)C(=O)O)C=C1)C